CCCC/C=C\\C/C=C\\C/C=C\\C/C=C\\C/C=C\\CCC(=O)OCC The molecule is a long-chain fatty acid ethyl ester resulting from the formal condensation of the carboxy group of (4Z,7Z,10Z,13Z,16Z)-henicosapentaenoic acid with the hydroxy group of ethanol.